C(C)(=O)[O-].C(CCCCCCC)[N+]1=CC(=CC=C1)CC 1-Octyl-3-ethylpyridinium acetat